C[C@](N(C(CC(=O)O)=O)C)(C(C)(C)S)C(=O)O dimethyl-malonyl-penicillamine